S=C[C@@H](O)[C@H](O)[C@H](O)[C@H](O)CO thioaltrose